4-(2-{[(2R,7aS)-2-fluoro-hexahydro-1H-pyrrolizin-7a-yl]methoxy}-4-{6,6-dimethyl-3-azabicyclo[3.1.0]hexan-3-yl}-8-fluoroquinazolin-7-yl)-5-ethynyl-6-fluoronaphthalen-2-ol F[C@@H]1C[C@@]2(CCCN2C1)COC1=NC2=C(C(=CC=C2C(=N1)N1CC2C(C2C1)(C)C)C1=CC(=CC2=CC=C(C(=C12)C#C)F)O)F